FC=1C(=CC2=C(C(N3[C@@H](CO2)C[C@@H](C3)O)=O)C1O[C@@H](CF)C)C (2S,11aR)-7-fluoro-6-(((R)-1-fluoropropan-2-yl)oxy)-2-hydroxy-8-methyl-2,3,11,11a-tetrahydro-1H,5H-benzo[f]pyrrolo[2,1-c][1,4]oxazepin-5-one